7-(furo[3,2-b]pyridin-6-yl)-4-phenyl-3,4-dihydro-1H-benzo[4,5]imidazo[2,1-c][1,4]oxazine O1C=CC2=NC=C(C=C21)C2=CC1=C(N=C3COCC(N31)C3=CC=CC=C3)C=C2